1-methyl-4-(((1-methylcyclopropyl)amino)methyl)-1H-pyrrolo[2,3-b]pyridine-6-carboxylic acid CN1C=CC=2C1=NC(=CC2CNC2(CC2)C)C(=O)O